4-(7-chloro-3-quinolylamino)-2-{3-methoxy-4-[(1s,3s)-3-(dimethylamino)cyclobutoxy]phenylamino}pyrimidineOctadecanoic acid, 2-hydroxypropyl ester ClC1=CC=C2C=C(C=NC2=C1)NC1=NC(NC=C1)(CCCCCCCCCCCCCCCCCC(=O)OCC(C)O)NC1=CC(=C(C=C1)OC1CC(C1)N(C)C)OC